Dimethyl 12,12'-((2-hydroxyethyl)azanediyl)didodecanoate OCCN(CCCCCCCCCCCC(=O)OC)CCCCCCCCCCCC(=O)OC